C(C)(C)(C)OC(=O)N1[C@@H](CCC1)C=1C=C(C=C2CCN(CC12)C(=O)C1=NC=C(N=C1)C)C=1C=C2C(=NC1)NC=C2C (S)-2-(6-(3-methyl-1H-pyrrolo[2,3-b]pyridin-5-yl)-2-(5-methylpyrazine-2-carbonyl)-1,2,3,4-tetrahydroisoquinolin-8-yl)pyrrolidine-1-carboxylic acid tert-butyl ester